N-(6-METHOXY-1-METHYL-1H-INDAZOL-7-YL)-6-(3-METHYL-1H-1,2,4-TRIAZOL-1-YL)PYRIDINE-3-SULFONAMIDE COC1=CC=C2C=NN(C2=C1NS(=O)(=O)C=1C=NC(=CC1)N1N=C(N=C1)C)C